N-[1-methyl-2-(4-methyl-1H-indol-5-yl)pyrrolo[2,3-c]pyridin-5-yl]cyclopropanecarboxamide CN1C(=CC=2C1=CN=C(C2)NC(=O)C2CC2)C=2C(=C1C=CNC1=CC2)C